tert-Butyl ((1R,3R)-3-((6-formyl-6,7-dihydrospiro[cyclopenta[d]pyrazolo[1,5-a]pyrimidine-5,1'-cyclopropane]-8-yl)amino)cyclobutyl)carbamate C(=O)C1CC=2C(=NC=3N(C2NC2CC(C2)NC(OC(C)(C)C)=O)N=CC3)C13CC3